FC=1C(=C(C=CC1F)[C@H]1[C@H](O[C@H]([C@H]1C)C(F)(F)F)C(=O)OCC)OC |r| ethyl rac-(2S,3S,4S,5R)-3-(3,4-difluoro-2-methoxyphenyl)-4-methyl-5-(trifluoromethyl)tetrahydrofuran-2-carboxylate